NCC(CC(=O)O)O (+)-4-amino-3-hydroxybutyric acid